O[C@H]1[C@@H](O[C@@H]([C@H]1O)CO)N1C(N=CC=C1)=O 1-[(2R,3R,4S,5R)-3,4-dihydroxy-5-(hydroxymethyl)oxolan-2-yl]pyrimidin-2-one